[Cl-].[Cl-].N1=CC=C(C=C1)C1=CC=NC=C1 4,4'-bipyridine dichloride